C(#N)C1=CC=C(C=C1)N(C(=O)C1=CC=2N(C=C1)N=CC2C=2C=NC(=CC2)NC(NCC)=O)C N-(4-cyanophenyl)-3-[6-(ethylcarbamoylamino)-3-pyridyl]-N-methyl-pyrazolo[1,5-a]pyridine-5-carboxamide